3,3-dimethyl-N-(pyrazin-2-ylmethyl)butanamide CC(CC(=O)NCC1=NC=CN=C1)(C)C